nonacosa-8,20,22,28-tetraene CCCCCCCC=CCCCCCCCCCCC=CC=CCCCCC=C